3,6-bis(9H-carbazol-9-yl)-4-(4,6-diphenyl-1,3,5-triazin-2-yl)-[1,1'-biphenyl]-2-carbonitrile C1=CC=CC=2C3=CC=CC=C3N(C12)C1=C(C(=C(C=C1C1=NC(=NC(=N1)C1=CC=CC=C1)C1=CC=CC=C1)N1C2=CC=CC=C2C=2C=CC=CC12)C1=CC=CC=C1)C#N